C1(CC1)C=1C2=C(C(N(C1)C1=CC(=CC=C1)C1(CC(C1)OC(F)F)C1=NN=CN1C)=O)NC(=C2)CN2C[C@H](CCC2)C 4-cyclopropyl-6-[3-[3-(difluoromethoxy)-1-(4-methyl-1,2,4-triazol-3-yl)cyclobutyl]phenyl]-2-[[(3S)-3-methylpiperidin-1-yl]methyl]-1H-pyrrolo[2,3-c]pyridin-7-one